3-(azidomethyl)imidazo[1,2-a]pyridine N(=[N+]=[N-])CC1=CN=C2N1C=CC=C2